C(C)[C@]1(C(OCC=2C(N3CC=4C(=NC=5C=C(C(=C6C5C4[C@H](CC6)NC(=O)C6CCC6)C)F)C3=CC21)=O)=O)O N-((1S,9S)-9-ethyl-5-fluoro-9-hydroxy-4-methyl-10,13-dioxo-2,3,9,10,13,15-hexahydro-1H,12H-benzo[de]pyrano[3',4':6,7]indolizino[1,2-b]quinolin-1-yl)cyclobutane-1-carboxylic acid amide